OC[C@H]1O[C@@H](CNC1)N1C(N=C2C(=C1)C=C(N2)COCCNC(OCC2C1=CC=CC=C1C=1C=CC=CC21)=O)=O (9H-fluoren-9-yl)methyl (2-((3-((2S,6S)-6-(hydroxymethyl)morpholin-2-yl)-2-oxo-3,7-dihydro-2H-pyrrolo[2,3-d]pyrimidin-6-yl)methoxy)ethyl)carbamate